6-(1H-imidazol-5-yl)-5-[3-(trifluoromethyl)-1H-1,2,4-triazol-5-yl]-11λ4-thia-2,4,7-triazatricyclo[7.4.0.03,7]trideca-1,3,5,8-tetraen-11-one N1C=NC=C1C1=C(N=C2N=C3CCS(CC3=CN12)=O)C1=NC(=NN1)C(F)(F)F